Cl.N1(CCC(CC1)C1CCNCC1)C1=C(C=C(C=C1)NC1C(NC(CC1)=O)=O)F 3-((4-([4,4'-bipiperidin]-1-yl)-3-fluorophenyl)amino)piperidine-2,6-dione hydrochloride